3-bromo-1,5-dimethyl-1,2-dihydropyridin-2-one BrC=1C(N(C=C(C1)C)C)=O